CC1=CC=C2C(=CC=NC2=C1)N 7-methylquinolin-4-amine